NC1=C2N=CN(C2=NC=N1)C1C(CC(C1=C)CO)F 3-(6-amino-9H-9-purinyl)-2-fluoro-5-(hydroxymethyl)-4-methylenecyclopentan